hydroxyethyl-amine phosphate P(=O)(O)(O)O.OCCN